(3,4,5-tris((2-hexyldecyl)oxy)phenyl)methanol C(CCCCC)C(COC=1C=C(C=C(C1OCC(CCCCCCCC)CCCCCC)OCC(CCCCCCCC)CCCCCC)CO)CCCCCCCC